3,3,5,5-tetramethylhexanoate CC(CC(=O)[O-])(CC(C)(C)C)C